3-[(5-chloro-3-fluoro-2-pyridyl)methyl]-6-{2-(2-methyl-4-pyridyl)-9-oxo-3-[2-(tetrahydro-2H-pyran-4-yl)ethyl]-5,6,7,8-tetrahydro-9H-4,8a-diazafluoren-1-yl}-1,3-benzoxazol-2(3H)-one ClC=1C=C(C(=NC1)CN1C(OC2=C1C=CC(=C2)C2=C(C(=NC=1C3CCCCN3C(C21)=O)CCC2CCOCC2)C2=CC(=NC=C2)C)=O)F